P(=O)(OCCCCCCCCCCCCCCCCCCCC)(OC)[O-] eicosyl methyl phosphate